2-[4-(3,4-dichloro-2-methylphenyl)-2,6-bis(propan-2-yl)phenyl]-N-{4-[(dimethylamino)methyl]benzene-sulfonyl}acetamide ClC=1C(=C(C=CC1Cl)C1=CC(=C(C(=C1)C(C)C)CC(=O)NS(=O)(=O)C1=CC=C(C=C1)CN(C)C)C(C)C)C